C1=CN=C(N1)C#N cyanoimidazole